(S)-3-cyclobutyl-6-((1-phenylethyl)amino)pyrimidine-2,4(1h,3h)-dione C1(CCC1)N1C(NC(=CC1=O)N[C@@H](C)C1=CC=CC=C1)=O